C(=N)N1C=2C(NC(=NC2NC[C@H]1CNC1=CC=C(C(N[C@@H](CCC(=O)O)C(=O)O)=O)C=C1)N)=O |&1:11| racemic-5-formimino-tetrahydrofolic acid